CC1=C(C(=CC=C1)C)N1CCOC2(C1)C=C(C(C(C2)(C)C)=O)C#N 4-(2,6-dimethylphenyl)-10,10-dimethyl-9-oxo-1-oxa-4-azaspiro[5.5]undec-7-ene-8-carbonitrile